(S)-N-(1-(ethyl-(methyl)amino)-3-phenylpropan-2-yl)acetamide C(C)N(C[C@H](CC1=CC=CC=C1)NC(C)=O)C